2-cyanoethyl-4-(4-cyano-2-methoxyphenyl)-2,8-dimethyl-5-oxo-1,4,5,6-tetrahydro-1,6-naphthyridine-3-carboxylate C(#N)CCOC(=O)C1=C(NC=2C(=CNC(C2C1C1=C(C=C(C=C1)C#N)OC)=O)C)C